(S)-N4-(3-chloro-4-fluorophenyl)-7-((tetrahydrofuran-3-yl)oxy)quinazoline-4,6-diamine ClC=1C=C(C=CC1F)NC1=NC=NC2=CC(=C(C=C12)N)O[C@@H]1COCC1